C(C)(C)(C)OC(=O)N1CC2(C1)CC(C2)=CC2=CC=NC=C2.[N+](#[C-])C2CC2 isocyanocyclopropane Tert-butyl-6-(4-pyridylmethylene)-2-azaspiro[3.3]heptane-2-carboxylate